4-(5-hydroxy-6-methoxybenzo[b]selenophen-2-yl)-2-methyl-4-oxo-butanoic acid OC1=CC2=C([Se]C(=C2)C(CC(C(=O)O)C)=O)C=C1OC